D-mannosylquinoline C1([C@@H](O)[C@@H](O)[C@H](O)[C@H](O1)CO)C1=NC2=CC=CC=C2C=C1